C(C)(C)(C)C1=CC=C(C=C1)CCCN1CC2=C(C(=C(C=C2CC1)O)N1CC(NS1(=O)=O)=O)F 5-{2-[3-(4-tert-butylphenyl)propyl]-8-fluoro-6-hydroxy-1,2,3,4-tetrahydroisoquinolin-7-yl}-1λ6,2,5-thiadiazolidine-1,1,3-trione